FC(OC1=CC=C(C=C1)C1=CN=C2N1C=CN=C2NC2=CC(=C(C(=O)NCC1NCCOC1)C=C2)C)F 4-[[3-[4-(difluoromethoxy)phenyl]imidazo[1,2-a]pyrazin-8-yl]amino]-2-methyl-N-(morpholin-3-ylmethyl)benzamide